Platinum-rhodium [Rh].[Pt]